CC1=NC(=NO1)C1=CC=C2C=CN=C(C2=C1)NCCN1C(C=2N(CC1)C=C(C2)C(=O)O)=O 2-(2-((7-(5-methyl-1,2,4-oxadiazol-3-yl)isoquinolin-1-yl)amino)ethyl)-1-oxo-1,2,3,4-tetrahydropyrrolo[1,2-a]pyrazine-7-carboxylic acid